CC=1N=C2N(C=C(N=C2C)NC(=O)N2CCC=3C2=NC=CC3N3CCN(C2(CC2)C3)C(=O)OC(C)(C)C)C1 tert-butyl 7-(1-((2,8-dimethylimidazo[1,2-a]pyrazin-6-yl)carbamoyl)-2,3-dihydro-1H-pyrrolo[2,3-b]pyridin-4-yl)-4,7-diazaspiro[2.5]octane-4-carboxylate